[Ni].[Ni].[Ni].[Zn] zinc trinickel